Cl.N[C@@H]1CN(CCC1)C1=C(C=NC(=C1)NC1=NC(=NC=C1)C1=C(C=CC=C1OC)F)C=1C=NC(=CC1)C1CCN(CC1)C (S)-4-(3-aminopiperidin-1-yl)-N-(2-(2-fluoro-6-methoxyphenyl)pyrimidin-4-yl)-6'-(1-methylpiperidin-4-yl)-[3,3'-bipyridin]-6-amine hydrochloride